[4-[1-ethyl-4-(trifluoromethyl)imidazol-2-yl]phenyl]methanol C(C)N1C(=NC(=C1)C(F)(F)F)C1=CC=C(C=C1)CO